ClC1=C(C=CC=C1C1=NC=CC(=C1Cl)C1=NC(=C(C=C1)CNC[C@@H]1NC(CC1)=O)OC)NC(C1=NC=C(C(=C1)CNCCCF)OC)=O (R)-N-(2-chloro-3-(3'-chloro-6-methoxy-5-((((5-oxopyrrolidin-2-yl)methyl)amino)methyl)-[2,4'-bipyridin]-2'-yl)phenyl)-4-(((3-fluoropropyl)amino)methyl)-5-methoxypicolinamide